7-fluoro-3-hydroxy-3,4-dihydro-1H-quinolin-2-one FC1=CC=C2CC(C(NC2=C1)=O)O